glutathione copper salt [Cu].N[C@H](C(=O)O)CCC(=O)N[C@@H](CS)C(=O)NCC(=O)O